(+)-Butyl-Octanol C(CCC)C(CCCCCCC)O